Exo-5-(7-hydroxyheptyl)-4-phenyl-3a-(1-phenylvinyl)-1,2,3,3a,6,6a-hexahydropentalen-1-ol OCCCCCCCC1=C(C2(CCC(C2C1)O)C(=C)C1=CC=CC=C1)C1=CC=CC=C1